3-(isopropyloxy)azetidine hydrochloride Cl.C(C)(C)OC1CNC1